7-(4-((3S,4R)-7-hydroxy-3-phenylchroman-4-yl)phenyl)-7-azaspiro[3.5]nonane-2-carbaldehyde OC1=CC=C2[C@H]([C@H](COC2=C1)C1=CC=CC=C1)C1=CC=C(C=C1)N1CCC2(CC(C2)C=O)CC1